C(C)(=O)N1CCC(CC1)N1C2=NC(=NC=C2N(C1=O)C)Cl 9-(1-Acetylpiperidin-4-yl)-2-chloro-7-methyl-7,9-dihydro-8H-purin-8-one